O1CCC(=CC1)C=1N(C2=CC=CC=C2C1C1=NC(=NC=N1)NC1=C(C=C(C(=C1)[N+](=O)[O-])F)OC)C 4-(2-(3,6-dihydro-2H-pyran-4-yl)-1-methyl-1H-indol-3-yl)-N-(4-fluoro-2-methoxy-5-nitrophenyl)-1,3,5-triazin-2-amine